N-((3S,5S)-1-((3S,4R)-1-(tert-butyl)-4-(2,4-difluorophenyl)pyrrolidine-3-carbonyl)-5-(morpholin-4-carbonyl)pyrrolidin-3-yl)-N-(4,4-dimethylcyclohexyl)acetamide hydrochloride Cl.C(C)(C)(C)N1C[C@H]([C@@H](C1)C1=C(C=C(C=C1)F)F)C(=O)N1C[C@H](C[C@H]1C(=O)N1CCOCC1)N(C(C)=O)C1CCC(CC1)(C)C